tetramethoxyethoxyzinc COC(C(OC)(OC)OC)O[Zn]